C(C)OC1=C(C=CC(=C1F)F)[C@H]1[C@@H](O[C@]([C@H]1C)(C(F)(F)F)C)C(=O)NC1=CC(N(C=C1)C)=O |o1:11,12,14,15| rel-(2R,3S,4S,5R)-3-(2-ethoxy-3,4-difluorophenyl)-4,5-dimethyl-N-(1-methyl-2-oxo-1,2-dihydropyridin-4-yl)-5-(trifluoromethyl)tetrahydrofuran-2-carboxamide